ClC1=NC(=NC(=C1)Cl)NCCO 2-[(4,6-dichloropyrimidin-2-yl)amino]ethanol